2-[[(tert-butoxy)carbonyl]amino]-4-methyl-5-(2-oxo-2H-1,3,4-oxathiazol-5-yl)thiophene-3-carboxylic acid ethyl ester C(C)OC(=O)C1=C(SC(=C1C)C1=NSC(O1)=O)NC(=O)OC(C)(C)C